4-(4-{[4-(2-methoxyethyl)piperazin-1-yl]methyl}phenyl)-6-(4-methoxyphenyl)-1,2-dihydropyrimidin-2-one COCCN1CCN(CC1)CC1=CC=C(C=C1)C1=NC(NC(=C1)C1=CC=C(C=C1)OC)=O